FC1=CC(=C(C(=C1)C)C1=CC=NC2=CC(=CC=C12)O[C@@H](C(=O)N1CCCCC1)C)C (3S)-1-[(2R)-2-[[4-(4-Fluoro-2,6-dimethyl-phenyl)-7-quinolyl]oxy]propanoyl]piperidin